N-((1S)-1-(5-((1,1-dimethyl-2,3-dihydro-1H-inden-2-yl)amino)pyridin-2-yl)-2,2,2-trifluoroethyl)-N-methyl-5-oxomorpholine-3-carboxamide CC1(C(CC2=CC=CC=C12)NC=1C=CC(=NC1)[C@@H](C(F)(F)F)N(C(=O)C1NC(COC1)=O)C)C